(S)-(4-(4-(difluoromethoxy)pyrazolo[1,5-a]pyridin-2-yl)-6,7-dihydro-1H-imidazo[4,5-c]pyridin-5(4H)-yl)(5-(2-fluoropropan-2-yl)-1,3,4-oxadiazol-2-yl)methanone FC(OC=1C=2N(C=CC1)N=C(C2)[C@H]2N(CCC1=C2N=CN1)C(=O)C=1OC(=NN1)C(C)(C)F)F